C1(CC1)C=1C(NC=2C=C(C=NC2C1)CN1CCN(CC1)C=1C=CC(=NC1)C(=O)NC)=O 5-(4-((7-Cyclopropyl-6-oxo-5,6-dihydro-1,5-naphthyridin-3-yl)methyl)piperazin-1-yl)-N-methyl-pyridineamide